N1(CCOCC1)C1=NC=C(C=N1)C1=CC2=C(N=C3COC[C@@H](N32)C3=CC=CC=C3)C=C1 (S)-7-(2-morpholinylpyrimidin-5-yl)-4-phenyl-3,4-dihydro-1H-benzo[4,5]imidazo[2,1-c][1,4]oxazine